2-(3,3-dimethylmorpholino)-N-((2-(trifluoromethyl)pyridin-3-yl)methyl)pyrido[2,3-d]pyrimidin-4-amine CC1(COCCN1C=1N=C(C2=C(N1)N=CC=C2)NCC=2C(=NC=CC2)C(F)(F)F)C